NC1CN(C1)C(=O)OCC1=CC=CC=C1 Benzyl 3-aminoazetidine-1-carboxylate